C(C)(C)OC(=O)OCOP(=O)(OCOC(=O)OC(C)C)[C@H](C1=CC2=C(SC(=C2)C(=O)O)C=C1)F |o1:20| (R)- or (S)-5-((bis(((isopropoxycarbonyl)oxy)methoxy)phosphoryl)fluoromethyl)benzo[b]thiophene-2-carboxylic acid